C(=O)(OCC1C2=CC=CC=C2C2=CC=CC=C12)NCCCBr 3-(Fmoc-amino)-propyl bromide